7-(3-((tert-butoxycarbonyl)amino)prop-1-yn-1-yl)pyrazolo[1',2':1,2][1,2,3]triazolo[4,5-b]pyrazin-6-ium-5-ide C(C)(C)(C)OC(=O)NCC#CC=1C=CN2[N+]1[N-]C1=NC=CN=C12